NC=CS 2-Aminoethenethiol